3-amino-6-bromo-4-(7-chloro-1H-indazol-4-yl)-1H-benzo[h]quinolin-2-one NC=1C(NC2=C3C(=C(C=C2C1C1=C2C=NNC2=C(C=C1)Cl)Br)C=CC=C3)=O